N1(C=CC=C1)C1=C(C(=O)O)C=CC=C1 2-(1-pyrrolyl)benzoic acid